OC(=O)C(F)(F)F.FC1(CCC(CC1)CN(CCN1C2CC(CC1CC2)C=2C=C(C(=O)N)C=CC2)C(C(CO)(C)CO)=O)F 3-endo-(8-{2-[(4,4-difluoro-cyclohexylmethyl)-(3-hydroxy-2-hydroxymethyl-2-methylpropionyl)amino]ethyl}-8-azabicyclo[3.2.1]oct-3-yl)-benzamide TFA salt